Cl.BrC1=CC=C(C=C1)C=CC(=O)N1CCNCC1 3-(4-bromophenyl)-1-(piperazin-1-yl)prop-2-en-1-one hydrochloride